NC1=C2N=CN(C2=NC(=N1)F)[C@H]1C[C@@H]([C@@](O1)(C#C)COC(CCCCCCCCCCCCCCCCCCC(=O)O)=O)O 20-(((2R,3S,5R)-5-(6-amino-2-fluoro-9H-purin-9-yl)-2-ethynyl-3-hydroxytetrahydrofuran-2-yl)methoxy)-20-oxoicosanoic acid